C(#N)C=1C=CC(=NC1)C=1C(=NC=CN1)C(C)NC(C1=CC(=CC(=C1)C(F)(F)F)C(F)(F)F)=O N-[1-[3-(5-cyano-2-pyridyl)pyrazin-2-yl]ethyl]-3,5-bis(trifluoromethyl)benzamide